4-amino-8-(4-chloropyrimidin-5-yl)-7-fluoro-3-(propylcarbamoyl)isoquinoline 2-oxide NC1=C([N+](=CC2=C(C(=CC=C12)F)C=1C(=NC=NC1)Cl)[O-])C(NCCC)=O